tert-butyl (3-(2-hydroxypropan-2-yl)pyrrolidin-3-yl)carbamate OC(C)(C)C1(CNCC1)NC(OC(C)(C)C)=O